FC1=CC=C(C=N1)NC1=NC(=NC(=N1)NC(C)C)C1=CC=CC=C1 N2-(6-fluoropyridin-3-yl)-N4-isopropyl-6-phenyl-1,3,5-triazine-2,4-diamine